C(C)(=O)O.N[C@@H](CCCNC(N)=N)C(=O)O L-ARGININE ACETATE SALT